N-((1r,4r)-4-(3-chloro-4-cyanophenoxy)cyclohexyl)-6-(6-((2-(2,6-dioxopiperidin-3-yl)-4-fluoro-1-oxoisoindolin-5-yl)methyl)-3,6-diazabicyclo[3.1.1]heptan-3-yl)pyridazine-3-carboxamide ClC=1C=C(OC2CCC(CC2)NC(=O)C=2N=NC(=CC2)N2CC3N(C(C2)C3)CC=3C(=C2CN(C(C2=CC3)=O)C3C(NC(CC3)=O)=O)F)C=CC1C#N